3-(((2,7-Bis(trifluoromethyl)quinolin-4-yl)amino)methyl)-3-(5-fluoropyridin-2-yl)azetidine-1-carboxamide FC(C1=NC2=CC(=CC=C2C(=C1)NCC1(CN(C1)C(=O)N)C1=NC=C(C=C1)F)C(F)(F)F)(F)F